1,5-dibromo-2,3,5,6-tetramethylanthracene BrC1=C(C(=CC2=CC=3C(C(C=CC3C=C12)C)(C)Br)C)C